10-nitro-4,7,10,13,16,19-docosahexaenoic acid [N+](=O)([O-])C(CC=CCC=CCCC(=O)O)=CCC=CCC=CCC=CCC